2-CYANOTHIAZOL-5-YLBORONIC ACID C(#N)C=1SC(=CN1)B(O)O